ClC1=CC=C2C(=CC=NC2=C1)NC(CCCNCC)C N4-(7-chloroquinolin-4-yl)-N1-ethyl-pentane-1,4-diamine